C([C@H]([C@H]([C@H](C(=O)O)O)O)O)O The molecule is the D-enantiomer ribonic acid. It has a role as a Daphnia magna metabolite. It is a conjugate acid of a D-ribonate. It is an enantiomer of a L-ribonic acid.